ethyl 2-{3-[(1,3-benzothiazol-2-yl) amino]-4-cyclopropyl-5H,6H,7H-pyrrolo[2,3-c]pyridazin-7-yl}-1,3-thiazole-4-carboxylate S1C(=NC2=C1C=CC=C2)NC2=C(C1=C(N=N2)N(CC1)C=1SC=C(N1)C(=O)OCC)C1CC1